O-malonyl-L-homoserine C(CC(=O)O)(=O)OCC[C@H](N)C(=O)O